o-phenylenebis(dimethylarsine) C1(=C(C=CC=C1)[As](C)C)[As](C)C